F[C@H]1CN(CC[C@H]1NC=1C=2N(C=CN1)C(=C(C2)C#CCNC=2C=1N(C=C(C2)C(=O)NC)C=CN1)SC(F)(F)F)C 8-{[3-(1-{[(3S,4R)-3-fluoro-1-methylpiperidin-4-yl]amino}-6-[(trifluoromethyl)sulfanyl]pyrrolo[1,2-a]pyrazin-7-yl)prop-2-yn-1-yl]amino}-N-methylimidazo[1,2-a]pyridine-6-carboxamide